4,7,10-trioxa-14-aza-nonadecyl-glutaramide C(CCOCCOCCOCCCNCCCCC)C(C(=O)N)CCC(=O)N